(S,E)-methyl 7-(1-(2-(2-adamantylamino)-2-oxoethyl)-2-oxo-1,2-dihydropyridin-3-ylamino)-6-(5-nitronicotinamido)-7-oxohept-2-enoate C12C(C3CC(CC(C1)C3)C2)NC(CN2C(C(=CC=C2)NC([C@H](CC/C=C/C(=O)OC)NC(C2=CN=CC(=C2)[N+](=O)[O-])=O)=O)=O)=O